ClC1=CC=C(CN2CC(CCC2)C2=CC=NC=3N2N=C(C3CN(C(C)C)CC3CCOCC3)C)C=C1 N-((7-(1-(4-Chlorobenzyl)piperidin-3-yl)-2-methylpyrazolo[1,5-a]pyrimidin-3-yl)methyl)-N-((tetrahydro-2H-pyran-4-yl)methyl)propan-2-amine